BrC1=CC=C(C=C1)[SH2](C(C)C[O-])=NC1=CC(=NC2=C(N=CC=C12)C1=CC=NN1)N1[C@@H](COCC1)C 4-{[(4-bromophenyl)(oxido)propan-2-yl-λ6-sulfanylidene]amino}-2-[(3R)-3-methylmorpholin-4-yl]-8-(1H-pyrazol-5-yl)-1,7-naphthyridine